C[C@@H]1O[C@@H](CN(C1)CC1=CC=C(/C=C/C2=NNC3=CC(=CC=C23)[C@@H]2C[C@@]23C(N[C@@H](C3)C3=CC=CC=C3)=O)C=C1)C (1S,3S,6S)-1-(3-((E)-4-(((2S,6R)-2,6-dimethylmorpholino)methyl)styryl)-1H-indazol-6-yl)-6-phenyl-5-azaspiro[2.4]heptan-4-one